cobalt nickel manganese salt [Mn].[Ni].[Co]